C1(CCC1)N1CCN(CC1)C1CCN(CC1)C1=C(C=C(C(=C1)OC)NC1=NC=NC(=C1)N1OCC[C@@H]1C1=CC(=CC=C1)F)NC(C=C)=O N-(2-(4-(4-cyclobutylpiperazine-1-yl)piperidine-1-yl)-5-((6-((R)-3-(3-fluorophenyl)-isoxazolidine-2-yl)pyrimidine-4-yl)amino)-4-methoxyphenyl)acrylamide